[Si](C)(C)(C(C)(C)C)O[C@@H]1C[C@H](N(C1)C(=O)OCC1=CC=CC=C1)C=1NC(=CN1)C#CC1=CC=C(C=C1)Cl benzyl (2S,4R)-4-[tert-butyl (dimethyl)silyl]oxy-2-[5-[2-(4-chlorophenyl) ethynyl]-1H-imidazol-2-yl]pyrrolidine-1-carboxylate